C(C)(C)C=1C(=CSC1)C1=C(CCC(C1)(C)C)CN1CCN(CC1)C1=CC=C(C(=O)O)C=C1 4-(4-((2-(4-isopropylthiophen-3-yl)-4,4-dimethylcyclohex-1-en-1-yl)methyl)piperazin-1-yl)benzoic acid